2-cyclopropyl-6-fluoro-5-(1-methyl-1H-pyrazol-5-yl)-1-oxoisoindole-4-carbonitrile C1(CC1)N1C(C=2C=C(C(=C(C2C1)C#N)C1=CC=NN1C)F)=O